8-(4-chlorophenyl)-7-isopropyl-2-methanesulfonyl-3H-pyrazolo[1,5-a][1,3,5]triazin-4-one ClC1=CC=C(C=C1)C=1C(=NN2C1N=C(NC2=O)S(=O)(=O)C)C(C)C